C(#N)C1CN(CC1)C1=NC=CC(=C1)OC1=CC(=C(C=C1)NC(OC(C)(C)C)=O)F tert-butyl (4-((2-(3-cyanopyrrolidin-1-yl)pyridin-4-yl)oxy)-2-fluoro phenyl)carbamate